1-Benzyl-N-(1-methyl-2-oxo-2,3,4,5-tetrahydro-1H-benzo[4,5]imidazo[1,2-a][1,3]diazepin-3-yl)-1H-1,2,4-triazol-3-carboxamid C(C1=CC=CC=C1)N1N=C(N=C1)C(=O)NC1C(N(C=2N(CC1)C1=C(N2)C=CC=C1)C)=O